FC1=C(C=C(C=C1[C@H](CC(=O)OCC)NC([C@@H](CC=C)OS(=O)(=O)C)=O)C(F)(F)F)C1=C(C=C(C=C1C)F)CCCCC=C Ethyl (3S)-3-(2,4'-difluoro-2'-(hex-5-en-1-yl)-6'-methyl-5-(trifluoromethyl)-[1,1'-biphenyl]-3-yl)-3-((R)-2-((methylsulfonyl)oxy)pent-4-enamido)propanoate